4-(5-(6-((6-Methoxypyridin-3-yl)methyl)-3,6-diazabicyclo[3.1.1]heptan-3-yl)pyrazine-2-yl)-6-(2-(octahydro-5H-pyrrolo[3,2-c]pyridin-5-yl)ethoxy)pyrazolo[1,5-a]pyridine-3-carbonitrile COC1=CC=C(C=N1)CN1C2CN(CC1C2)C=2N=CC(=NC2)C=2C=1N(C=C(C2)OCCN2CC3C(CC2)NCC3)N=CC1C#N